S(=O)(=O)([O-])[O-].S(=O)(=O)(O)O.S(=O)(=O)(O)O.S(=O)(=O)(O)O.S(=O)(=O)([O-])O.[P+3] phosphorus pentasulfate